C1(=CC=CC2=CC=CC=C12)N(C(C=C)=O)C1=CC=CC=C1 N-(1-naphthyl)-N-phenylpropenamide